ethyl-2-methoxyacetamide C(C)C(C(=O)N)OC